C(C)(C)C1=C(NC2=C1N=C(S2)C2CCN(CC2)C2CCOCC2)C=2C=C(C=1N(C2)N=CN1)OC 6-isopropyl-5-(8-methoxy-[1,2,4]triazolo[1,5-a]pyridin-6-yl)-2-(1-(tetrahydro-2H-pyran-4-yl)piperidin-4-yl)-4H-pyrrolo[3,2-d]thiazole